(S)-tert-butyl (1-((1,3-dioxoisoindolin-2-yl)oxy)propan-2-yl)carbamate O=C1N(C(C2=CC=CC=C12)=O)OC[C@H](C)NC(OC(C)(C)C)=O